COC=1C=C2C(=NC(=NC2=CC1OC)C)NC(C)C=1SC(=CC1)C1=C(C=C(C=C1)OC)C 6,7-dimethoxy-N-(1-(5-(4-methoxy-2-methyl-phenyl)thiophen-2-yl)ethyl)-2-methylquinazolin-4-amine